C[N+](CC(=O)N([C@](CCC(=O)[O-])(C(=O)[O-])CCCCCCCCCCCC)CCCCCCCCCCCC)(C)C N-(α-trimethylammonioacetyl)di(dodecyl)-d-glutamate